N8-(3-(difluoromethyl)phenyl)-N2-(4-methyltetrahydro-2H-pyran-4-yl)-9-(piperidin-4-yl)-9H-purine-2,8-diamine FC(C=1C=C(C=CC1)NC=1N(C2=NC(=NC=C2N1)NC1(CCOCC1)C)C1CCNCC1)F